ClC=1C=C(C=CC1C)O 3-chloro-4-methylphenol